FC1=C(C=C2CCC([C@H](C2=C1)NC(O[C@@H]1CN2CCC1CC2)=O)(C)C)C2=CC=C(C=C2)OCCC (S)-quinuclidin-3-yl ((R)-7-fluoro-2,2-dimethyl-6-(4-propoxyphenyl)-1,2,3,4-tetrahydronaphthalen-1-yl)carbamate